4-[[(1R,3S)-3-amino-2,2,3-trimethyl-cyclopentyl]amino]-N'-(2-ethyl-4-hydroxy-phenyl)-6-[3-(hydroxymethyl)phenyl]-pyrrolo[1,2-b]pyridazine-3-carboxamidine N[C@@]1(C([C@@H](CC1)NC=1C=2N(N=CC1C(=NC1=C(C=C(C=C1)O)CC)N)C=C(C2)C2=CC(=CC=C2)CO)(C)C)C